methyl 2-bromo-5-((4-(cyclohexylamino)-5-methylpyrimidin-2-yl)amino)benzoate BrC1=C(C(=O)OC)C=C(C=C1)NC1=NC=C(C(=N1)NC1CCCCC1)C